C(CCC)OC(\C(=C(/C(=O)OCCCC)\C(C)C)\C(C)C)=O.N1(N=CN=C1)C=1N=CC(=NC1)C=1C(=C(C=CC1)NC1=CC(=NC=C1C(=O)NC([2H])([2H])[2H])NC(=O)C1CC1)OC 4-((3-(5-(1H-1,2,4-triazol-1-yl)pyrazin-2-yl)-2-methoxyphenyl)amino)-6-(cyclopropanecarboxamido)-N-(methyl-d3)nicotinamide di-n-butyl-2,3-diisopropylmaleate